FC(C=1C=C(NNC1)N1CC2=CC=CC=C2C[C@H]1C(=O)N1CCN(CC1)C1=NC=C(C=N1)C(F)(F)F)(F)F 5-(trifluoromethyl)-3-[(3S)-3-[4-[5-(trifluoromethyl)pyrimidin-2-yl]piperazine-1-carbonyl]-3,4-dihydro-1H-isoquinolin-2-yl]-1H-pyridazine